C=CCCCCCCCCCCCCCCCCCCCC n-docosene